N-{1-[1-(2,3-dichlorophenyl)-2-(difluoromethyl)-6-oxo-1,6-dihydropyrimidin-4-yl]-4-methylpiperidin-4-yl}carbamate ClC1=C(C=CC=C1Cl)N1C(=NC(=CC1=O)N1CCC(CC1)(C)NC([O-])=O)C(F)F